(N-[4-Amino-5-(4-cyano-3-fluorobenzoyl)thiazol-2-yl]-4-fluoroanilino)propanamid NC=1N=C(SC1C(C1=CC(=C(C=C1)C#N)F)=O)N(C1=CC=C(C=C1)F)C(C(=O)N)C